N1(CCCCC1)C1=C(C=CC=C1)NS(=O)(=O)C1=CC=C(C=C1)S(=O)(=O)C(F)(F)F N-(2-(piperidin-1-yl)phenyl)-4-((trifluoromethyl)sulfonyl)benzenesulfonamide